CC1(COC(OC1)C1=CC2=C(OC(CO2)C=2C=CC(=NC2)OC)C=C1)C 5-(6-(5,5-dimethyl-1,3-dioxan-2-yl)-2,3-dihydrobenzo[b][1,4]dioxin-2-yl)-2-methoxypyridine